N[C@@H](CS)C(=O)NCC(=O)O L-Cysteinylglycine